2,4-diethylthiazolone C(C)C=1S(C=C(N1)CC)=O